7-(diethylamino)-4-(1-hydroxyethyl)-2H-chromen C(C)N(C1=CC=C2C(=CCOC2=C1)C(C)O)CC